O=C1NC(CCC1N1C(C2=CC=C(C(=C2C1=O)F)CN1CCN(CC1)C1CCN(CC1)C1=CC=C(C=C1)[C@H]1[C@H](COC2=CC(=CC=C12)O)C1=CC=CC=C1)=O)=O 2-(2,6-dioxopiperidin-3-yl)-4-fluoro-5-((4-(1-(4-((3S,4R)-7-hydroxy-3-phenylchroman-4-yl)phenyl)piperidin-4-yl)piperazin-1-yl)methyl)isoindoline-1,3-dione